Ethyl (2S)-2-[[(2S)-4-[5-[bis(1,1,2,2-tetradeuterio-2-hydroxy-ethyl)amino]-1-methyl-benzimidazol-2-yl]-2-(tert-butoxycarbonylamino)butanoyl]amino]-4-methyl-pentanoate [2H]C(C(O)([2H])[2H])([2H])N(C1=CC2=C(N(C(=N2)CC[C@@H](C(=O)N[C@H](C(=O)OCC)CC(C)C)NC(=O)OC(C)(C)C)C)C=C1)C(C([2H])([2H])O)([2H])[2H]